FC(C=1C=C2C(=NC1)N(C=N2)CC2=CC1=C(O[C@H](CO1)C=1C=NC(=CC1)OC)C(=C2)OC)F (S)-6-(difluoromethyl)-3-((8-methoxy-2-(6-methoxypyridin-3-yl)-2,3-dihydrobenzo[b][1,4]dioxin-6-yl)methyl)-3H-imidazo[4,5-b]pyridine